ClC1=CC=C(C=C1)C1=C(C=CC=C1)CN1CC(C1)NC=1C=C2CN(C(C2=CC1)=O)C1C(NC(CC1)=O)=O 3-(5-((1-((4'-chloro-[1,1'-biphenyl]-2-yl)methyl)azetidin-3-yl)amino)-1-oxoisoindolin-2-yl)piperidine-2,6-dione